(10R)-10-methyl-19-(oxan-2-yl)-8,11,14-trioxa-4,5,19,20-tetraazatetracyclo[13.5.2.12,5.018,21]tricosa-1(20),2(23),3,15(22),16,18(21)-hexaene C[C@@H]1COCCN2N=CC(C3=NN(C=4C=CC(OCCO1)=CC34)C3OCCCC3)=C2